FC1=C(C=C2C(=CN(C(C2=C1)=O)C1=C(C=CC=C1)C)C(C)C)C1=NN(C(=N1)C(C)(C)O)C 7-Fluoro-6-(5-(2-hydroxypropan-2-yl)-1-methyl-1H-1,2,4-triazol-3-yl)-4-isopropyl-2-(o-tolyl)isoquinolin-1(2H)-one